8-(3-(2,5-dioxo-2,5-dihydro-1H-pyrrol-1-yl)propanamido)octyl 2-cyano-3,3-diphenylacrylate C(#N)C(C(=O)OCCCCCCCCNC(CCN1C(C=CC1=O)=O)=O)=C(C1=CC=CC=C1)C1=CC=CC=C1